tert-butyl 3-(5-(4-(4-(2,6-difluorobenzyl)-5-oxo-4,5-dihydro-1H-1,2,4-triazol-1-yl) phenoxy)-4-methylthiazol-2-yl)-2,5-dihydro-1H-pyrrole-1-carboxylate FC1=C(CN2C=NN(C2=O)C2=CC=C(OC3=C(N=C(S3)C=3CN(CC3)C(=O)OC(C)(C)C)C)C=C2)C(=CC=C1)F